ClC=1C=C(C=CC1Cl)C(CN(C)C)NC(C1=CC=C(C=C1)OC(F)(F)F)=O N-(1-(3,4-dichlorophenyl)-2-(dimethylamino)ethyl)-4-(trifluoromethoxy)benzamide